N1=NN=CC=C1C#N triazine-6-carbonitrile